The molecule is a cyclic ketone that is 3,4-dihydronaphthalen-1(2H)-one substituted by hydroxy groups at positions 3, 6, and 8. It is a cyclic ketone, a beta-hydroxy ketone, a member of phenols and an aromatic ketone. It derives from a hydride of a tetralin. C1C(CC(=O)C2=C1C=C(C=C2O)O)O